[N+](=O)([O-])C1=CC=C(C=C1)C(C[Se]C1=CC=C(C=C1)NC(C=CC(=O)O)=O)=O 4-((4-((2-(4-nitrophenyl)-oxoethyl)selanyl)phenyl)amino)-4-oxobut-2-enoic acid